N-β-hydroxyethylethylenediamine OCCNCCN